ClC1=C(C=CC=C1F)[C@@H]([C@@H](CCC)NC(OC(C)(C)C)=O)O tert-butyl ((1S,2R)-1-(2-chloro-3-fluorophenyl)-1-hydroxypentan-2-yl)carbamate